BrC=1C(=NC(=NC1)NC1=CC2=C(N=CN2C)C=C1)NC1=C(C=CC=C1)S(=O)(=O)C 5-bromo-N2-(3-methylbenzimidazol-5-yl)-N4-(2-methylsulfonylphenyl)pyrimidine-2,4-diamine